CC1(OB(OC1(C)C)C1=CC=C(C=C1)C=1CCN(CC1)CC(=O)OC(C)(C)C)C tert-butyl 2-(4-(4-(4,4,5,5-tetramethyl-1,3,2-dioxaborolan-2-yl)phenyl)-3,6-dihydropyridin-1(2H)-yl)acetate